bromo-3-methylquinolin-2-ol BrC1=C(C(=NC2=CC=CC=C12)O)C